C1(CC1)N1N=CC(=C1)C=1C=CC=2N(C(C(=C(N2)NC2=C(C=C(C=C2)S(=O)(=O)N2CCN(CC2)CCC=O)F)C)=O)C1 3-(4-((4-((7-(1-cyclopropyl-1H-pyrazol-4-yl)-3-methyl-4-oxo-4H-pyrido[1,2-a]pyrimidin-2-yl)amino)-3-fluorophenyl)sulfonyl)piperazin-1-yl)propanal